CC1OC(=CC2=CC=CC=C12)C 1,3-dimethylisochromene